(Z)-3-{2-(Carboxymethyl)dibenzo[b,e]oxepin-11(6H)-ylidene}-N,N-dimethylpropan-1-amine oxide C(=O)(O)CC1=CC\2=C(OCC3=C(/C2=C/CC[N+](C)(C)[O-])C=CC=C3)C=C1